N1C(=CC2=NC=CC=C21)C2=C(C=NC=C2)OC[C@H]2N(CCC2)C(=O)OC(C)(C)C tert-butyl (2S)-2-({[4-(1H-pyrrolo[3,2-b]pyridin-2-yl)pyridin-3-yl]oxy}methyl)pyrrolidine-1-carboxylate